NC=1C=CC2=C(CC(C(CC2)=O)F)C1 2-Amino-8-fluoro-5,6,8,9-tetrahydro-7H-benzo[7]annulen-7-one